tert-butyl 3,5-bis(1-(4-cyanophenyl)-1H-1,2,3-triazol-4-yl)benzoate C(#N)C1=CC=C(C=C1)N1N=NC(=C1)C=1C=C(C(=O)OC(C)(C)C)C=C(C1)C=1N=NN(C1)C1=CC=C(C=C1)C#N